(4-fluorophenyl)(methoxy)methylpiperidine-1-carboxylate FC1=CC=C(C=C1)C1(N(CCCC1)C(=O)[O-])COC